N1C=NC2=C1C=C(C=C2)CN(C=2SC=C(N2)C(=O)OCC)CC2=CC(=CC=C2)OC ethyl 2-(((1H-benzo[d]imidazol-6-yl)methyl)(3-methoxybenzyl)amino)thiazole-4-carboxylate